Cl.Cl.Cl.N1N=CC(=C1)C=1C=CC(=C(C1)O)C=1N=NC(=CC1)C=1CCNCC1 5-(1H-Pyrazol-4-yl)-2-[6-(1,2,3,6-tetrahydropyridin-4-yl)pyridazin-3-yl]phenol Trihydrochloride